3-[5-[1-[6-[[8-fluoro-6-hydroxy-7-(1,1,4-trioxo-1,2,5-thiadiazolidin-2-yl)-2-naphthyl]oxy]hexyl]-4-piperidyl]-3-methyl-2-oxo-benzimidazol-1-yl]piperidine-2,6-dione TFA salt OC(=O)C(F)(F)F.FC=1C(=C(C=C2C=CC(=CC12)OCCCCCCN1CCC(CC1)C1=CC2=C(N(C(N2C)=O)C2C(NC(CC2)=O)=O)C=C1)O)N1S(NC(C1)=O)(=O)=O